O=C1N(CC2=C(C=CC=C12)SCCCCCCCCC(C(F)(F)F)(F)F)C1C(NC(CC1)=O)=O 3-(1-oxo-4-((9,9,10,10,10-pentafluorodecyl)thio)isoindolin-2-yl)piperidine-2,6-dione